ClC1=C(C=C(C=C1)CC(=O)O)NC(=O)C1=C(N(C=C1)C1CC(CC1)C1=CC=CC=C1)C(C)C [4-chloro-3-({[2-isopropyl-1-(3-phenylcyclopentyl)-1H-pyrrole-3-yl]carbonyl}amino)phenyl]acetic acid